O=C1NC(CCC1C1=CC(=C(C=C1)N1CCC(CC1)CN(C1CCC(CC1)NC(OCCCC)=O)C)F)=O butyl ((1r,4r)-4-(((1-(4-(2,6-dioxopiperidin-3-yl)-2-fluorophenyl)piperidin-4-yl)methyl)(methyl)amino)cyclohexyl)carbamate